(2S)-2-[2-methylsulfanyl-5-(trifluoromethyl)pyrimidin-4-yl]oxycyclopentanone CSC1=NC=C(C(=N1)O[C@@H]1C(CCC1)=O)C(F)(F)F